IC1=CC=C(C=C1)NC(=N)NC1C2CC3CC(CC1C3)C2 1-(4-Iodophenyl)-3-(2-adamantyl)guanidine